1-(7-((5-(imidazo[1,2-a]pyridin-6-yl)-4-methoxy-7H-pyrrolo[2,3-d]pyrimidin-2-yl)amino)-2-azaspiro[3.5]nonan-2-yl)ethan-1-one N=1C=CN2C1C=CC(=C2)C2=CNC=1N=C(N=C(C12)OC)NC1CCC2(CN(C2)C(C)=O)CC1